2-Amino-7-fluoro-4-(5-fluoro-3-((R)-3-((R)-3-(methoxymethyl)-4-methylpiperazin-1-yl)pyrrolidin-1-yl)-7,9-dihydrofuro[3,4-f]quinazolin-6-yl)thieno[3,2-c]pyridine-3-carbonitrile NC1=C(C=2C(=NC=C(C2S1)F)C=1C2=C(C=3C=NC(=NC3C1F)N1C[C@@H](CC1)N1C[C@@H](N(CC1)C)COC)COC2)C#N